((3R,4R,5S)-4-{[tert-butyl-(dimethyl)silyl]Oxy}-5-methylpiperidin-3-yl)carbamic acid tert-butyl ester C(C)(C)(C)OC(N[C@@H]1CNC[C@@H]([C@H]1O[Si](C)(C)C(C)(C)C)C)=O